6-amino-7-methoxyquinazolin-4-ol NC=1C=C2C(=NC=NC2=CC1OC)O